CC1(OC[C@H](O1)C(=O)[O-])C.[K+].C(=O)SC[C@H](NC(CC[C@H](N)C(=O)O)=O)C(=O)NCC(=O)O S-formyl-glutathione Potassium (S)-2,2-dimethyl-1,3-dioxolane-4-carboxylate